7-isopropoxy-N-(1-methyl-1H-pyrazol-3-yl)-2-(1-methyl-2-oxabicyclo[2.1.1]hex-4-yl)imidazo[1,2-a]pyridine-6-carboxamide C(C)(C)OC1=CC=2N(C=C1C(=O)NC1=NN(C=C1)C)C=C(N2)C21COC(C2)(C1)C